C(#N)C1=CC=C(C=C1)[C@@H](CN[C@@H](C(=O)C1=CNC2=CC(=CC=C12)C(=O)NCC)C1=CC=CC=C1)C (R,S)-3-(2-((2-(4-cyanophenyl)propyl)amino)-2-phenylacetyl)-N-ethyl-1H-indole-6-carboxamide